pyridine-2,6-dinitrile N1=C(C=CC=C1C#N)C#N